O=C1C=C2N(C=3N1N=CN3)CCC2 5-oxo-5,7,8,9-tetrahydropyrrolo[1,2-c][1,2,4]triazolo[1,5-a]pyrimidine